6-[(1H-indol-6-yl)amino]-4-[4-(2,2,2-trifluoroethyl)piperazin-1-yl]pyridine-2-carbonitrile N1C=CC2=CC=C(C=C12)NC1=CC(=CC(=N1)C#N)N1CCN(CC1)CC(F)(F)F